N-[1-(1-cyano-1-methyl-ethyl)-3-(cyclopropoxy)pyrazol-4-yl]formamide C(#N)C(C)(C)N1N=C(C(=C1)NC=O)OC1CC1